(E)-N-(5-amino-1,3-diethyl-2,6-dioxo-1,2,3,6-tetrahydropyrimidin-4-yl)-3-(4-(fluoromethoxy)-3-methoxyphenyl)acrylamide NC1=C(N(C(N(C1=O)CC)=O)CC)NC(\C=C\C1=CC(=C(C=C1)OCF)OC)=O